C(C1=CC=CC=C1)O[C@@H]1C(OCC1)=O (S)-3-(benzyloxy)dihydrofuran-2(3H)-one